ClC=1C=C(C=CC1Cl)SC=1N=NNC1 4-((3,4-dichlorophenyl)thio)-1H-1,2,3-triazole